FC1=CC=C(C=C1)N1C(N(C=C(C1=O)C(=O)OCC)CCOC)=O ethyl 3-(4-fluorophenyl)-1-(2-methoxyethyl)-2,4-dioxo-1,2,3,4-tetrahydropyrimidine-5-carboxylate